α-Fluoroacrylic acid FC(C(=O)O)=C